tert-butyl 4-[8-methyl-2-[4-(4-methylpiperazin-1-yl)anilino]-7-oxo-pyrido[2,3-d]pyrimidin-6-yl]-2,3-dihydroquinoxaline-1-carboxylate CN1C(C(=CC2=C1N=C(N=C2)NC2=CC=C(C=C2)N2CCN(CC2)C)N2CCN(C1=CC=CC=C21)C(=O)OC(C)(C)C)=O